5-[4-amino-5-(trifluoromethyl)pyrrolo[2,1-f][1,2,4]triazin-7-yl]-N-{1-[(3,5-difluorophenyl)methyl]-4-fluoropyrrolidin-3-yl}-2-methoxypyridine-3-carboxamide NC1=NC=NN2C1=C(C=C2C=2C=C(C(=NC2)OC)C(=O)NC2CN(CC2F)CC2=CC(=CC(=C2)F)F)C(F)(F)F